3-chloro-3'-fluoro-2'-(2-(2-hydroxypropan-2-yl)pyrimidin-4-yl)-5',6-dimethyl-2-oxo-2H-[1,4'-bipyridin]-4-yl trifluoromethanesulfonate FC(S(=O)(=O)OC1=C(C(N(C(=C1)C)C1=C(C(=NC=C1C)C1=NC(=NC=C1)C(C)(C)O)F)=O)Cl)(F)F